C(C)(C)(C)O[K] Tertiary butoxypotassium